C(C1CO1)OC(COC1=CC=C(C=C1)C(C(F)(F)F)(C(F)(F)F)C1=CC=C(C=C1)OCC(C)OCC1CO1)C 2,2-bis[4-(2-glycidyloxypropoxy)phenyl]hexafluoropropane